CC1(COOCC2(CC=C(C=C2)C)C)CC=C(C=C1)C 1,4-dimethylbenzyl peroxide